Cl.CN1C=NC(=C1)CCN 2-(1-methyl-1H-imidazol-4-yl)ethan-1-amine hydrochloride